N'-hydroxy-5-(trifluoromethyl)pyrazine-2-carboximidamide ON=C(N)C1=NC=C(N=C1)C(F)(F)F